C1(CC1)C=1C(=CC(=NC1)NC=1C(=NN(C1)C1CCN(CC1)C)C)NCCCN1CCOCCC1=O 4-(3-((5-cyclopropyl-2-((3-methyl-1-(1-methylpiperidin-4-yl)-1H-pyrazol-4-yl)amino)pyridin-4-yl)amino)propyl)-1,4-oxazepan-5-one